(R)-10-methyl-2,3,4,4a,5,6-hexahydro-1H,12H-pyrazino[1',2':5,6][1,5]oxazocino[2,3-g]quinoxalin-11(14H)-one CC=1C(NC2=CC3=C(C=C2N1)OCC[C@H]1N(C3)CCNC1)=O